5-(4-benzyloxy-phenyl)-4-(7-phenyl-heptanoylamino)-pentanoic acid C(C1=CC=CC=C1)OC1=CC=C(C=C1)CC(CCC(=O)O)NC(CCCCCCC1=CC=CC=C1)=O